N-[(6-chloropyridin-3-yl)methyl]-2-[1-[(2,3-difluorophenyl)methyl]-5-oxopyrrolidin-2-yl]-N-methylacetamid ClC1=CC=C(C=N1)CN(C(CC1N(C(CC1)=O)CC1=C(C(=CC=C1)F)F)=O)C